(5S,8S)-4-oxa-1-azabicyclo[3.2.1]octane-8-carboxylic acid methyl ester COC(=O)[C@H]1N2CCO[C@H]1CC2